C(CCCCCC)(=O)N heptanoyl-amine